3-(4-methoxybenzyl)-7-(2-methyl-4-(6-(trifluoromethyl)-1,5-naphthyridin-2-yl)phenyl)-6,7-dihydro-3H-[1,2,3]triazolo[4,5-f][1,4]oxazepin-8(5H)-one COC1=CC=C(CN2N=NC=3C(N(CCOC32)C3=C(C=C(C=C3)C3=NC2=CC=C(N=C2C=C3)C(F)(F)F)C)=O)C=C1